FC1=C(OC2=C(N=NN2)C(=O)O)C=CC(=C1)C=1C(=NC=CC1)F 5-(2-fluoro-4-(2-fluoropyridin-3-yl)phenoxy)-1H-1,2,3-triazole-4-carboxylic acid